FC=1C=C(C(=O)NCC2CCC(CC2)C2=NC(=NO2)C2=NC=C(N=C2)OC)C=C(C1O)F 3,5-difluoro-4-hydroxy-N-({(1r,4r)-4-[3-(5-methoxypyrazin-2-yl)-1,2,4-oxadiazol-5-yl]cyclohexyl}methyl)benzamide